C(C1=CC=CC=C1)OC=1C=C2CN(N3C(C2=CC1OC)=CC(C(=C3)C(=O)[O-])=O)C(C)C 9-(benzyloxy)-6-isopropyl-10-methoxy-2-oxo-6,7-dihydro-2H-pyrido[2,1-a]phthalazine-3-formate